2-(6-(((1R,3S,5S)-1,5-dimethyl-9-azabicyclo[3.3.1]nonan-3-yl)(methyl)amino)-5-fluoropyridazin-3-yl)-4-fluoro-5-(1H-pyrazol-4-yl)phenol C[C@]12CC(C[C@](CCC1)(N2)C)N(C2=C(C=C(N=N2)C2=C(C=C(C(=C2)F)C=2C=NNC2)O)F)C